hexyl octadecyloxy phosphate P(=O)(OCCCCCC)(OOCCCCCCCCCCCCCCCCCC)[O-]